tert-butyl 6-(azidomethyl)-8-(4-(trifluoromethyl) phenyl)-3,4-dihydroisoquinoline-2(1H)-carboxylate N(=[N+]=[N-])CC=1C=C2CCN(CC2=C(C1)C1=CC=C(C=C1)C(F)(F)F)C(=O)OC(C)(C)C